C12(CC3(CC(CC(C1)C3)(C2)O)O)O 1,3,5-adamantaneTriol